Cl.NC=1N=C(N(C1)C1C2CCC(C1)C2)C(=O)OCC ethyl 4-amino-1-{bicyclo[2.2.1]heptan-2-yl}imidazole-2-carboxylate hydrochloride